methylpropylsilylene(tetramethylcyclopentadienyl)(indenyl)zirconium dichloride [Cl-].[Cl-].C[Si](=[Zr+2](C1C=CC2=CC=CC=C12)C1(C(=C(C(=C1)C)C)C)C)CCC